(3R,4S)-3-Cyclopropyl-1-(6-(4-(methoxymethyl)-1H-pyrazol-1-yl)pyrrolo[1,2-b]pyridazin-4-yl)-4-methyl-2-oxopyrrolidine-3-carbonitrile C1(CC1)[C@]1(C(N(C[C@H]1C)C=1C=2N(N=CC1)C=C(C2)N2N=CC(=C2)COC)=O)C#N